COC1=CC=C(C=C1O)[N+](=O)[O-] 6-methoxy-3-nitrophenol